Cis-Cyclohexane C1CCCCC1